3,3-bis(4-cyanooxyphenyl)heptane C(#N)OC1=CC=C(C=C1)C(CC)(CCCC)C1=CC=C(C=C1)OC#N